[Br-].C1(=C(C=CC=C1)NC(=O)OC[C@H]1[N+](CCC1)(C)CC(=O)OCC)C1=CC=CC=C1 (2S)-2-((([1,1'-biphenyl]-2-ylcarbamoyl)oxy)methyl)-1-(2-ethoxy-2-oxoethyl)-1-methylpyrrolidin-1-ium bromide